C(=O)O.F[C@@H]1C[C@H](CNC1)NC=1N=NC(=C2C1C=NC=C2)C2=C(C=C(C=C2)C(F)(F)F)O 2-(4-{[(3r,5r)-5-fluoropiperidin-3-yl]amino}pyrido[3,4-d]pyridazin-1-yl)-5-(trifluoromethyl)phenol formate salt